C(C)(C)(C)OC(=O)N1C[C@H]([C@@H](CC1)N1CC2=CC=CC=C2CC1)O trans-4-(3,4-dihydroisoquinoline-2(1H)-yl)-3-hydroxypiperidine-1-carboxylic acid tert-butyl ester